N-[3-(1,1-difluoroethyl)phenyl]-1-(4-isopropoxyphenyl)-3-methyl-5-oxo-4H-pyrazole-4-carboxamide FC(C)(F)C=1C=C(C=CC1)NC(=O)C1C(=NN(C1=O)C1=CC=C(C=C1)OC(C)C)C